5-methyl-N-[rac-(1S)-1-[[(3-amino-3-oxo-propyl)-(2-chloro-2-fluoro-acetyl)amino]carbamoyl]-3-methyl-butyl]-isoxazole-3-carboxamide CC1=CC(=NO1)C(=O)N[C@@H](CC(C)C)C(NN(C(C(F)Cl)=O)CCC(=O)N)=O |r|